2-(4-isopropyl-5-(8-methoxy-[1,2,4]triazolo[1,5-a]pyridin-6-yl)-1H-pyrazol-3-yl)-5-(1-(pent-3-yl)piperidin-4-yl)thiazole C(C)(C)C=1C(=NNC1C=1C=C(C=2N(C1)N=CN2)OC)C=2SC(=CN2)C2CCN(CC2)C(CC)CC